sodium (2S,5R)-2-(N-((S)-1-methylpiperidine-3-carbonyl) carbamimidoyl)-7-oxo-1,6-diazabicyclo[3.2.1]octan-6-yl sulfate S(=O)(=O)(ON1[C@@H]2CC[C@H](N(C1=O)C2)C(NC(=O)[C@@H]2CN(CCC2)C)=N)[O-].[Na+]